COC1=C(C=C(C=C1)O)[N+](=O)[O-] 4-methoxy-3-nitro-phenol